methyl 4-(5-(3-fluoro-5-(imidazo[1,2-a]pyridine-3-carboxamido)-4-methylphenyl)-1,2,4-oxadiazol-3-yl)-2-isopropylpiperazine-1-carboxylate FC=1C=C(C=C(C1C)NC(=O)C1=CN=C2N1C=CC=C2)C2=NC(=NO2)N2CC(N(CC2)C(=O)OC)C(C)C